CC1(C(N(C2=NC=CC(=C21)C=2C(=C(C(=O)O)C=CC2)C(F)(F)F)C=2C=NC=CC2)=O)C (3,3-dimethyl-2-oxo-1-(pyridin-3-yl)-2,3-dihydro-1H-pyrrolo[2,3-b]pyridin-4-yl)-2-(trifluoromethyl)benzoic acid